C(CCCCCCCCCCC)SSC(C(=O)O)(C)S 2-[(dodecylsulfanyl)thio]-sulfanylpropionic acid